[O-2].[Zr+4].[W+4].[O-2].[O-2].[O-2] tungsten-zirconium oxide